ClC1=C(C#N)C=CC(=C1)N1C(N(C(C1=N)(C)C)C1=CC=C(C=C1)O)=S 2-chloro-4-[3-(4-hydroxyphenyl)-5-imino-4,4-dimethyl-2-sulfanylideneimidazolidin-1-yl]benzonitrile